(S)-3-(methylsulfonyloxy)-1-acetylpyrrolidine CS(=O)(=O)O[C@@H]1CN(CC1)C(C)=O